2-(4-t-butylanilino)-2-oxo-acetic acid C(C)(C)(C)C1=CC=C(NC(C(=O)O)=O)C=C1